(S)- and (R)-2-((4-chloro-phenethyl)amino)-1-(6-(1-methyl-1H-imidazol-4-yl)-1H-indol-3-yl)-2-phenylethan-1-one ClC1=CC=C(CCN[C@H](C(=O)C2=CNC3=CC(=CC=C23)C=2N=CN(C2)C)C2=CC=CC=C2)C=C1 |r|